C[N+]1(CCCCC1)C The molecule is a quaternary ammonium ion has that has two methyl groups and a pentamethylene-1,5-diyl group attached to the nitrogen. Its salts are used as plant growth inhibitors. It has a role as an agrochemical, a Maillard reaction product and a plant growth retardant.